(E)-6-fluoro-5-(2-nitrovinyl)benzofuran FC1=CC2=C(C=CO2)C=C1\C=C\[N+](=O)[O-]